(1S,3aS,6aR)-N-((R)-1-cyano-2-((S)-2-oxopiperidin-3-yl)ethyl)-2-(4-(difluoromethyl)-7-chloro-1H-indole-2-carbonyl)-5,5-difluorooctahydrocyclopenta[c]pyrrole-1-carboxamide C(#N)[C@@H](C[C@H]1C(NCCC1)=O)NC(=O)[C@H]1N(C[C@@H]2[C@H]1CC(C2)(F)F)C(=O)C=2NC1=C(C=CC(=C1C2)C(F)F)Cl